C(#N)C1=CC=C(C=C1C1=CC=C(C=C1)CN(C(CCCC)=O)C1(CCN(CC1)C1=CC=CC=C1)C(=O)O)C1=CC=CC=C1 4-(N-((6'-Cyano-[1,1':3',1''-terphenyl]-4-yl)methyl)pentanamido)-1-phenylpiperidine-4-carboxylic acid